BrC=1C=C(C=CC1O)/C=C/C(=O)C1=CC=C(C=C1)C (E)-3-(3-Bromo-4-hydroxyphenyl)-1-(4-methylphenyl)prop-2-en-1-one